N1N=CC(=C1)C1(CC=C(C=C1)C1=CC=CC=C1)C=1C=NNC1 4,4-bis(4-1H-pyrazolyl)biphenyl